S1C2=C(C=C1)CC1=C2SC=C1 4H-cyclopenta[2,1-b:3,4-b']Dithiophene